6-((1,2,3,4-tetrahydroisoquinolin-6-yl)amino)-1,2-dihydro-3H-pyrazolo[3,4-d]pyrimidin-3-one hydrochloride Cl.C1NCCC2=CC(=CC=C12)NC1=NC=C2C(=N1)NNC2=O